Tert-butyl (R)-3-((4-methyl-3-((1-(naphthalen-1-yl)ethyl)carbamoyl)phenyl) amino)azetidine-1-carboxylate CC1=C(C=C(C=C1)NC1CN(C1)C(=O)OC(C)(C)C)C(N[C@H](C)C1=CC=CC2=CC=CC=C12)=O